5-(difluoromethyl)-3-((1-((5-fluoro-2-oxo-1,2-dihydropyridin-3-yl)methyl)-6-oxo-4-(1,1,2,2-tetrafluoroethyl)-1,6-dihydropyrimidin-5-yl)oxy)-2-methylbenzonitrile FC(C=1C=C(C(=C(C#N)C1)C)OC1=C(N=CN(C1=O)CC=1C(NC=C(C1)F)=O)C(C(F)F)(F)F)F